C1(CCCCC1)CC=1C=C(C=C(C1OC)C1=CC=CC=C1)N1N=C(C(C1=O)C(=O)OC1=CC=C(C=C1)[N+](=O)[O-])C 4-nitrophenyl 1-(5-(cyclohexylmethyl)-6-methoxy-[1,1'-biphenyl]-3-yl)-3-methyl-5-oxo-4,5-dihydro-1H-pyrazole-4-carboxylate